octane-2,3-dicarboxylic acid CC(C(CCCCC)C(=O)O)C(=O)O